C(C)(C)(C)OC(=O)N1OCC[C@H]1C=1C=NC=C(C1C)F (S)-3-(5-fluoro-4-methylpyridin-3-yl)isoxazolidine-2-carboxylic acid tert-butyl ester